N(C1=CC=CC=C1)C1=NC(=CC=C1C(C)=O)Cl 1-(2-anilino-6-chloro-3-pyridyl)ethanone